OC1=C(C=CC=C1)C(C=CC1=CC=C(C=C1)OCCCCl)=O 1-(2-hydroxyphenyl)-3-(4-(3-chloropropoxy)phenyl)prop-2-en-1-one